C(C)C12CC(CN2C(C2=C1SC(=C2)C2=NC(=NC=C2C(F)(F)F)NC2CCN(CC2)S(=O)(=O)C)=O)(F)F 8a-Ethyl-7,7-difluoro-2-(2-((1-(methylsulfonyl)piperidin-4-yl)amino)-5-(trifluoromethyl)pyrimidin-4-yl)-6,7,8,8a-tetrahydro-4H-thieno[2,3-a]pyrrolizin-4-one